CC1(OB(OC1(C)C)C1=CCC(CC1)C1=CC=CC=C1)C 4,4,5,5-tetramethyl-2-(4-phenylcyclohexen-1-yl)-1,3,2-dioxaborolane